1-(5-(4-(tert-butyl)phenyl)-1-methyl-1H-1,2,4-triazol-3-yl)-N-(cyclopropylmethyl)-N-methylmethanamine C(C)(C)(C)C1=CC=C(C=C1)C1=NC(=NN1C)CN(C)CC1CC1